CC(CCO)CC(C)(C)C 3,5,5-trimethylhexanol